FC1=CC=C(C=C1)NC(C1=CC=CC=C1)=O N-(4-fluorophenyl)benzamide